(R)-3-(1-Acryloylpiperidin-3-yl)-7-amino-1-(4-(2,6-difluorophenoxy)phenyl)-1,5-dihydro-4H-pyrazolo[3,4-d]pyridazin-4-on C(C=C)(=O)N1C[C@@H](CCC1)C1=NN(C=2C(=NNC(C21)=O)N)C2=CC=C(C=C2)OC2=C(C=CC=C2F)F